3-(2-chloro-4'-(2-oxo-6-(trifluoromethyl)piperidin-1-yl)-[1,1'-biphenyl]-3-yl)piperidine-2,6-dione ClC1=C(C=CC=C1C1C(NC(CC1)=O)=O)C1=CC=C(C=C1)N1C(CCCC1C(F)(F)F)=O